ClC=1C=C(C=C(C1)Cl)N1N=C(C=2C1=NC=C(C2N(C)C)C(=O)N[C@H]2CCOC1=CC=CC=C21)C 1-(3,5-Dichlorophenyl)-N-[(4S)-3,4-dihydro-2H-chromen-4-yl]-4-(dimethylamino)-3-methyl-1H-pyrazolo[3,4-b]pyridine-5-carboxamide